C[Si](CCOCN1C=NC(=C1)C1(CC1)NC(OC(C)(C)C)=O)(C)C tert-butyl (1-(1-((2-(trimethylsilyl)ethoxy)methyl)-1H-imidazol-4-yl)cyclopropyl)carbamate